2-fluoro-5-(1-methyl-1H-1,2,4-triazol-3-yl)-4-(trifluoromethyl)aniline FC1=C(N)C=C(C(=C1)C(F)(F)F)C1=NN(C=N1)C